FC(COC=1C=C(C(=O)O)C=C(C1C1=CN(C2=NC=C(C=C21)C=2C(=NOC2C)C)C2CCOCC2)C)F 3-(2,2-difluoroethoxy)-4-(5-(3,5-dimethylisoxazol-4-yl)-1-(tetrahydro-2H-pyran-4-yl)-1H-pyrrolo[2,3-b]pyridin-3-yl)-5-methylbenzoic acid